ClC=1C=C(C=NC1N1N=CC=N1)NC(=O)[C@H]1C[C@@](C2=C1C=NC=1N2N=C(C1)F)(C=1C=NN(C1)C)C (6S,8R)-N-(5-chloro-6-(2H-1,2,3-triazol-2-yl)pyridin-3-yl)-2-fluoro-8-methyl-8-(1-methyl-1H-pyrazol-4-yl)-7,8-dihydro-6H-cyclopenta[e]pyrazolo[1,5-a]pyrimidine-6-carboxamide